Bis-(4-amino-3-ethylcyclohexyl)methane NC1C(CC(CC1)CC1CC(C(CC1)N)CC)CC